tributylmethylammonium bis((trifluoromethyl)sulfonyl)imide [N-](S(=O)(=O)C(F)(F)F)S(=O)(=O)C(F)(F)F.C(CCC)[N+](C)(CCCC)CCCC